C(C)(C)(C)OC(=O)N[C@@H](CC(N)=O)CO tert-butoxycarbonyl-L-asparaginol